NC1=C(C(=C2N(C(CN(S2(=O)=O)CCCCC)C(=O)O)C1=O)C1=CC(=CC=C1)C(F)(F)F)CC1=CC=CC2=CC=CC=C12 7-amino-8-(naphthalen-1-ylmethyl)-6-oxo-2-pentyl-9-(3-(trifluoromethyl)phenyl)-3,4-dihydro-2H,6H-pyrido[1,2-e][1,2,5]thiadiazine-4-carboxylic acid 1,1-dioxide